OS(=O)(=O)C(F)(F)F.[SiH3]N(C(C)(C)C)[SiH3] disilyl-tert-butylamine triflate